OC1=C(C=CC=C1)CC1=C(C=CC=C1)O bis(2-hydroxyphenyl)-methane